C(C#CC)(=O)N[C@@]1(CN(CCC1)C1=C2C(=C(NC2=C(C=C1F)C(=O)N)C)Cl)C (S)-4-(3-(but-2-ynamido)-3-methylpiperidin-1-yl)-3-chloro-5-fluoro-2-methyl-1H-indole-7-carboxamide